ClC1=CC=C(C=C1)[C@H](CC(=O)OCC)N1C(C2=C(C=C(C=C2C1=O)C(=O)C1=NC=CC=C1)F)(O)C1=CC=C(C=C1)Cl Ethyl (3s)-3-(4-chlorophenyl)-3-[1-(4-chlorophenyl)-7-fluoro-1-hydroxy-3-oxo-5-(pyridine-2-carbonyl)-2,3-dihydro-1H-isoindol-2-yl]propanoate